4-methoxy-3-(2-trifluoromethyl-benzyl)-1-[(R)-1-(2,4,5-trimethyl-2h-pyrazol-3-yl)-pyrrolidin-3-yl]-1,3-dihydro-benzoimidazol-2-one COC1=CC=CC=2N(C(N(C21)CC2=C(C=CC=C2)C(F)(F)F)=O)[C@H]2CN(CC2)C=2N(N=C(C2C)C)C